2-(4-(2-(3,4-dimethoxyphenyl)-3-isopropyl-1H-indol-5-yl)piperidin-1-yl)-N-(1-isopropylpiperidin-4-yl)acetamide COC=1C=C(C=CC1OC)C=1NC2=CC=C(C=C2C1C(C)C)C1CCN(CC1)CC(=O)NC1CCN(CC1)C(C)C